CN1CCN(CC1)[C@@H](C(=O)NC=1C=CC=C2C(=CNC12)C1=NC(=NC=C1)NC=1C=NN(C1)C1COC1)C (R)-2-(4-methylpiperazin-1-yl)-N-(3-(2-((1-(oxetan-3-yl)-1H-pyrazol-4-yl)amino)pyrimidin-4-yl)-1H-indol-7-yl)propanamide